8-Benzyl-2-(2-fluorobenzyl)-6-phenylimidazo[1,2-a]pyrazin-3(7H)-on C(C1=CC=CC=C1)C1=C2N(C=C(N1)C1=CC=CC=C1)C(C(=N2)CC2=C(C=CC=C2)F)=O